OCCN(CCCCCCCC(=O)OCCC(CCCCC)CCCCC)CCCCCCCC(OCCC(CCC)CCC)=O 3-pentyloctyl 8-((2-hydroxyethyl)(8-oxo-8-((3-propylhexyl)oxy)octyl)amino)octanoate